C(N)(O[C@@H]1C[C@]2(CC[C@@H](C1)N2C2=NC=C(C=C2)C=2C=1N(C=C(C2)C=2C=NN(C2)C)N=CC1C#N)C(C)(C)C)=O ((1R,3S,5S)-tert-butyl 8-(5-(3-cyano-6-(1-methyl-1H-pyrazol-4-yl) pyrazolo[1,5-a]pyridin-4-yl) pyridin-2-yl)-8-azabicyclo[3.2.1]oct-3-yl) carbamate